tert-butyl ((3R,4R)-1-(4-(chloromethyl)phenyl)-3-hydroxypiperidin-4-yl)carbamate ClCC1=CC=C(C=C1)N1C[C@H]([C@@H](CC1)NC(OC(C)(C)C)=O)O